CN(C(=O)C1=CC=C(C=C1)B(O)O)C (4-(Dimethylcarbamoyl)phenyl)boronic acid